C(CC)(=O)NCCSSCCNC(CC)=O N,N'-bis(propionyl)cystamine